C(C1=CC=CC=C1)NC(=O)N1N(CC(N2[C@@H]1CN(C([C@@H]2CC2=CC=C(C=C2)O)=O)CC=2C=CC=C1C=CC=NC21)=O)CC=2C=NN(C2)C2=CC=CC=C2 (6S,9aS)-N-benzyl-6-(4-hydroxybenzyl)-4,7-dioxo-2-((1-phenyl-1H-pyrazol-4-yl)methyl)-8-(quinolin-8-ylmethyl)octahydro-1H-pyrazino[2,1-c][1,2,4]triazine-1-carboxamide